OC(CCN=C=S)CCCS(=O)C 3-hydroxy-6-(methylsulfinyl)hexyl isothiocyanate